Methyl 2-((4-((R)-2-(4-chloro-2-(methoxy-d3)phenyl)-2-methyl-2H-chromen-8-yl)piperidin-1-yl)methyl)-3-(((S)-oxabutan-2-yl)methyl)-3H-imidazo[4,5-b]pyridine-5-carboxylate ClC1=CC(=C(C=C1)[C@@]1(OC2=C(C=CC=C2C=C1)C1CCN(CC1)CC1=NC=2C(=NC(=CC2)C(=O)OC)N1C[C@@H](O)CC)C)OC([2H])([2H])[2H]